C(C)(C)(C)C=1C(=C(C=O)C=CC1)O 3-Tert-butyl-2-hydroxybenzaldehyde